Cl.FC1=C(C=CC(=C1)N1CC2CNCC2C1)NC(=O)C1=CC2=CN(N=C2C=C1OC)C N-(2-fluoro-4-(hexahydropyrrolo[3,4-c]pyrrol-2(1H)-yl)phenyl)-6-methoxy-2-methyl-2H-indazole-5-carboxamide hydrochloride